F[C@H]1[C@@H](CN(CC1)C1=NC2=C(N1CC1=NC=C(C=C1)OC)C=CC=C2)NC(OC(C)(C)C)=O Tert-butyl ((3R,4R)-4-fluoro-1-(1-((5-methoxypyridin-2-yl)methyl)-1H-benzo[d]imidazol-2-yl)piperidin-3-yl)carbamate